C=CCCC/C(=N/OS(=O)(=O)O)/S[C@H]1[C@@H]([C@H]([C@@H]([C@H](O1)CO)O)O)O The molecule is an alkenylglucosinolic acid that consists of 1-thio-beta-D-glucopyranose having a 6-[(sulfooxy)imino]hex-1-en-6-yl group attached to the anomeric sulfur. It is a conjugate acid of a glucobrassicanapin(1-).